ClC1=CC(=C(OCC2=CC=CC(=N2)C2CN(CC2)CC2=NC3=C(N2C)C=C(C=C3OC(F)F)C(=O)O)C=C1)F 2-((3-(6-((4-Chloro-2-fluorophenoxy)methyl)pyridin-2-yl)pyrrolidin-1-yl)methyl)-4-(difluoromethoxy)-1-methyl-1H-benzo[d]imidazole-6-carboxylic acid